Cl.Cl.NCC1=NN(C2=C1N=C(N(C2=O)C2=CC=C1CCN(CC1=C2)CCO)C)C2=CC(=CC=C2)Cl 3-(Aminomethyl)-1-(3-chlorophenyl)-6-[2-(2-hydroxyethyl)-3,4-dihydro-1H-isoquinolin-7-yl]-5-methyl-pyrazolo[4,3-d]pyrimidin-7-one dihydrochloride